ClC1=C(C=CC(=C1)F)S(=O)(=O)N[C@@H]1COC2(C1)CCN(CC2)C(=O)N2C[C@@H]1[C@@H](OCC(N1)=O)CC2 2-Chloro-4-fluoro-N-((S)-8-((4aR,8aS)-3-oxooctahydro-2H-pyrido[4,3-b][1,4]oxazine-6-carbonyl)-1-oxa-8-azaspiro[4.5]decan-3-yl)benzenesulfonamide